ClC=1N=CC2=C(N1)SC(=N2)CC(=O)N (5-chlorothiazolo[5,4-d]pyrimidin-2-yl)acetamide